(Z)-2-(5-chloro-1H-indol-3-yl)-3-(4-(furan-3-yl)pyridin-3-yl)acrylonitrile ClC=1C=C2C(=CNC2=CC1)/C(/C#N)=C/C=1C=NC=CC1C1=COC=C1